C(C)OC(=O)[C@@]1([C@@H](C1)C=C)N (1R,2S)-1-amino-2-vinylcyclopropanecarboxylic acid ethyl ester